FC(C(C(F)(F)F)OC(NCCCCCCNC(OC(C(F)(F)F)C(F)(F)F)=O)=O)(F)F bis(1,1,1,3,3,3-hexafluoropropane-2-yl)hexane-1,6-diyldicarbamate